(S)-1-ethyl-6-((4-((2-hydroxy-1-phenylethyl)amino)-5-(5-methyl-1,3,4-oxadiazol-2-yl)pyridin-2-yl)amino)-1,2-dihydro-3H-pyrazolo[3,4-b]pyridin-3-one C(C)N1NC(C=2C1=NC(=CC2)NC2=NC=C(C(=C2)N[C@H](CO)C2=CC=CC=C2)C=2OC(=NN2)C)=O